2-chloro-5-nitro-N-(pyridin-4-yl)benzamide ClC1=C(C(=O)NC2=CC=NC=C2)C=C(C=C1)[N+](=O)[O-]